S(N)(OC[C@@H]1OC(O[C@H]1C1=C(C=CC=C1)F)(CC)CC)(=O)=O ((4S,5S)-5-(2-fluorophenyl)-2,2-diethyl-1,3-dioxolan-4-yl)methyl sulfamate